[Na+].C1(C=CC(N1C1=CC=C(NC2=CC3=CC=C(C=C3C=C2)S(=O)(=O)[O-])C=C1)=O)=O 2-(4'-maleimidoanilino)naphthalene-6-sulfonic acid sodium salt